C=[N+]1C(CNC2=C1C(=O)NC(=N2)N)CN The molecule is an iminium ion with formula C8H13N6O, that is an intermediate in the biosynthesis of methanopterin by Methanocaldococcus jannaschii. It has a role as a bacterial metabolite.